(1-hydroxycyclohexyl)(phenyl)methanone oxime OC1(CCCCC1)C(=NO)C1=CC=CC=C1